C(CCCCC)OC(=O)C1C(CCC1)=O hexyl-2-oxocyclopentane-1-carboxylate